FC1=C2C(=C(N=C(C2=CN=C1C1=CC(=CC2=CC=C(C(=C12)C#C[Si](C(C)C)(C(C)C)C(C)C)F)OCOC)C1C2CN(CC12)C(=O)OC(C)(C)C)C)C tert-butyl 6-[5-fluoro-6-[7-fluoro-3-(methoxymethoxy)-8-(2-triisopropylsilylethynyl)-1-naphthyl]-3,4-dimethyl-2,7-naphthyridin-1-yl]-3-azabicyclo[3.1.0]hexane-3-carboxylate